N1S(CC2=C1C=CC=C2)=O 3H-2λ4-benzo[c]isothiazol-2-oxide